COC1=CC2=C(OCCN2)C=C1N1N=C(C=2C=NC(=CC21)C=2C=NN1C2N=CC=C1)N1C(OCC1)=O 3-(1-(6-methoxy-3,4-dihydro-2H-benzo[b][1,4]oxazin-7-yl)-6-(pyrazolo[1,5-a]pyrimidin-3-yl)-1H-pyrazolo[4,3-c]pyridin-3-yl)oxazolidin-2-one